BrC1=CC2=C(NCCC(N2)C)C=C1 7-bromo-4-methyl-1,3,4,5-tetrahydro-1,5-benzodiazepine